C(C=C)C1C(C2(C1)CN(CC2)C(=O)[O-])=O allyl-oxo-6-azaspiro[3.4]octane-6-carboxylate